BrC1CCN(CC1)C(=O)C1CC2(C1)NC(OC2)=O (2s,4s)-2-(4-bromopiperidine-1-carbonyl)-7-oxa-5-azaspiro[3.4]octan-6-one